C(C)(C)(C)OC(=O)N1CCN(CC1)C=1C=NC(=C(C1)C)C=1CCN(CC1C)C1=C2C(=NC(=C1)C)N(N=C2)C 4-[6-[1-(1,6-dimethylpyrazolo[3,4-b]pyridin-4-yl)-5-methyl-3,6-dihydro-2H-pyridin-4-yl]-5-methyl-3-pyridinyl]piperazine-1-carboxylic acid tert-butyl ester